C(CCCCCCCCCCCCCCCCC)NC1CCCCC1 N-octadecyl-cyclohexylamine